(4-(3,3-Dimethylbutylamino)-3-(ethylsulfanyl)-5-methylphenyl)(4-fluorobenzyl)carbamic acid tert-butyl ester C(C)(C)(C)OC(N(CC1=CC=C(C=C1)F)C1=CC(=C(C(=C1)C)NCCC(C)(C)C)SCC)=O